C(CCC)OC=1C=C(OCCCN2CCOCC2)C=CC1 4-[3-(3-butoxyphenoxy)propyl]morpholine